OCC(=O)C=1OC=CC1 2-(hydroxyacetyl)furan